C(C)(C)C1=CC(=NN1)OC1CCC2(CN(C2)C(=O)OC(C)(C)C)CC1 tert-butyl 7-[(5-isopropyl-1H-pyrazol-3-yl)oxy]-2-azaspiro[3.5]nonane-2-carboxylate